CN(CCN)CC N-methyl-N-ethyl-ethylenediamine